CC(CCS(=O)(=O)C)(C)C=1N(C2=CC=CC(=C2C1C1=CC=C(C(=O)O)C=C1)O)C1=CC=C(C=C1)F 4-[2-(1,1-dimethyl-3-methylsulfonyl-propyl)-1-(4-fluorophenyl)-4-hydroxy-indol-3-yl]benzoic acid